2,4-dichloropyrrolo[2,1-f][1,2,4]triazine-7-carbaldehyde ClC1=NN2C(C(=N1)Cl)=CC=C2C=O